CCCCCCCCCC/C=C\CCCCCCCCCC(=O)O[C@H](COC(=O)CCCCC/C=C\C/C=C\C/C=C\C/C=C\CCCCC)COP(=O)(O)OC[C@@H](C(=O)O)N 1-(7Z,10Z,13Z,16Z-docosatetraenoyl)-2-(11Z-docosenoyl)-glycero-3-phosphoserine